(S)-8-(2-((4-methyl-6-oxopyridazin-1(6H)-yl)methyl)thieno[3,2-b]pyridin-7-yl)-1-(5-azaspiro[3.4]octan-7-yl)-1,2,3,4-tetrahydroquinoline-6-carbonitrile, formic acid salt C(=O)O.CC=1C=NN(C(C1)=O)CC1=CC2=NC=CC(=C2S1)C=1C=C(C=C2CCCN(C12)[C@@H]1CNC2(CCC2)C1)C#N